(R)-N-(2-(3-(dimethylamino)piperidin-1-yl)-5-(4-(2-(2-hydroxypropan-2-yl)phenylamino)-1,3,5-triazin-2-ylamino)-4-methoxyphenyl)acrylamide CN([C@H]1CN(CCC1)C1=C(C=C(C(=C1)OC)NC1=NC=NC(=N1)NC1=C(C=CC=C1)C(C)(C)O)NC(C=C)=O)C